CN1N=CC(=C1)C=1C=NC=2N(C1)N=CC2C2=CC=C(C=C2)CC(=O)NC2=NOC(=C2)C(C(F)(F)F)(C)C 2-(4-(6-(1-methyl-1H-pyrazol-4-yl)pyrazolo[1,5-a]pyrimidin-3-yl)phenyl)-N-(5-(1,1,1-trifluoro-2-methylpropan-2-yl)isoxazol-3-yl)acetamide